C1N(CCC12CNCC2)CC2CCN(CC2)C2=CC=C(C=C2)NC2C(NC(CC2)=O)=O 3-((4-(4-((2,7-diazaspiro[4.4]nonan-2-yl)methyl)piperidin-1-yl)phenyl)amino)piperidine-2,6-dione